2-(4-chlorophenyl)-2,2-difluoro-N-hydroxyacetamidine ClC1=CC=C(C=C1)C(C(=N)NO)(F)F